ClC=1C=C2C(=NC1)NC(=C2CCO)[Si](C)(C)C 2-(5-chloro-2-(trimethylsilyl)-1H-pyrrolo[2,3-b]pyridin-3-yl)ethan-1-ol